N,N-di-tert-butoxycarbonyl-4-methyl-5-(5-amino-6-methoxypyridin-3-yl)-1,3-thiazol-2-amine C(C)(C)(C)OC(=O)N(C=1SC(=C(N1)C)C=1C=NC(=C(C1)N)OC)C(=O)OC(C)(C)C